D-Aspartic acid dibenzyl ester p-toluenesulfonate CC1=CC=C(C=C1)S(=O)(=O)O.C(C1=CC=CC=C1)OC([C@H](N)CC(=O)OCC1=CC=CC=C1)=O